[N-](S(=O)(=O)C(F)(F)F)S(=O)(=O)C(F)(F)F.C(CC)N1C=[N+](C=C1)C 1-propyl-3-methylimidazolium bis(trifluoromethanesulfonyl)imide salt